2-(dimethylamino)phenyldiphenylphosphine CN(C1=C(C=CC=C1)P(C1=CC=CC=C1)C1=CC=CC=C1)C